NC1=C(C(N(C(N1CC)=O)CC)=O)NC(\C=C\C=1C=NC(=CC1)OCCOCC)=O (E)-N-(6-amino-1,3-diethyl-2,4-dioxo-1,2,3,4-tetrahydropyrimidin-5-yl)-3-(6-(2-ethoxyethoxy)pyridin-3-yl)acrylamide